C(C)(C)OC1=CC=C(C=N1)NC(=O)[C@H]1CC12CCN(CC2)C(=O)[O-] (S)-1-((6-isopropoxypyridin-3-yl)carbamoyl)-6-azaspiro[2.5]octane-6-carboxylate